6-[({[(1-methyl-1H-tetrazol-5-yl)(phenyl)methylene]Amino}oxy)methyl]Pyridine-2-yl-carbamic acid amyl ester C(CCCC)OC(NC1=NC(=CC=C1)CON=C(C1=CC=CC=C1)C1=NN=NN1C)=O